C(C)OC(=O)C1=C(C=2C(=C(N=CC2)Cl)S1)N 3-amino-7-chlorothieno[2,3-c]pyridine-2-carboxylic acid ethyl ester